tetrahydrocarvacrol C1C(O)C(C)CC=C1C(C)C